C(C)OC(=O)C1CN(C(C1=O)CO[C@@H]1CC[C@@H](CC1)C1=CC=CC=C1)C(=O)OCC1=CC=CC=C1 4-oxo-5-({[(cis)-4-phenylcyclohexyl]oxy}methyl)pyrrolidine-1,3-dicarboxylic acid 1-benzyl 3-ethyl ester